(3S)-3-(methoxymethyl)-4-[(4-methyloxan-4-yl)carbonyl]-3,5-dihydro-2H-1,4-benzoxazepine-8-carbonitrile COC[C@H]1COC2=C(CN1C(=O)C1(CCOCC1)C)C=CC(=C2)C#N